2-cyano-4-(trifluoromethyl)benzenesulfonyl chloride C(#N)C1=C(C=CC(=C1)C(F)(F)F)S(=O)(=O)Cl